3-(5-((5-((4'-fluoro-5,5-dimethyl-3,4,5,6-tetrahydro-[1,1'-biphenyl]-2-yl)methyl)-2,5-diazabicyclo[2.2.2]octane-2-yl)methyl)-1-oxoisoindolin-2-yl)piperidine-2,6-dione FC1=CC=C(C=C1)C1=C(CCC(C1)(C)C)CN1C2CN(C(C1)CC2)CC=2C=C1CN(C(C1=CC2)=O)C2C(NC(CC2)=O)=O